3,7-dichloro-5,5-dimethyl-5,10-dihydrodibenzo[b,e]siline ClC=1C=CC2=C([Si](C3=C(C2)C=CC(=C3)Cl)(C)C)C1